(6aR,9R)-5-bromo-N,N-diethyl-7-methyl-4,6,6a,7,8,9-hexahydroindolo[4,3-fg]quinoline-9-carboxamide BrC=1NC2=CC=CC=3C4=C[C@H](CN([C@@H]4CC1C32)C)C(=O)N(CC)CC